ClC=1C=C(C=2N(N1)C(=CN2)C=2C=NN(C2)C2CC2)NCC2=NC1=C(N2)C=CC=C1F 6-chloro-3-(1-cyclopropyl-1H-pyrazol-4-yl)-N-((4-fluoro-1H-benzo[d]imidazol-2-yl)methyl)imidazo[1,2-b]pyridazin-8-amine